C1(CC1)C=1C=C(C(=C(C1)O)I)C 5-Cyclopropyl-2-iodo-3-methylphenol